CC=1SC=C(N1)C1=CC=C(S1)C=O 5-(2-methyl-1,3-thiazol-4-yl)-2-thiophenecarboxaldehyde